L-2,6-di-t-butyl-4-methylphenol C(C)(C)(C)C1=C(C(=CC(=C1)C)C(C)(C)C)O